ClC=1C=C(C=CC1)C1=NOC(C1(C)C)CC1=NC2=CC=CC=C2C(=C1)C 3-(3-chlorophenyl)-4,4-dimethyl-5-((4-methylquinolin-2-yl)methyl)-4,5-dihydroisoxazole